N,N-dimethylethan-1-amine-1-d CN(C(C)[2H])C